FC1=C(C=CC(=C1)I)NC=1C=NC=C2C=CN(C(C12)=O)CCCNC(OC(C)(C)C)=O tert-Butyl 3-(8-(2-fluoro-4-iodophenylamino)-1-oxo-2,6-naphthyridin-2(1H)-yl)propylcarbamate